6-(4-((4-(1H-pyrazol-4-yl)phenyl)-amino)-thieno-[3,2-d]-pyrimidin-2-yl)-N-cyclobutyl-1H-indole-2-carboxamide N1N=CC(=C1)C1=CC=C(C=C1)NC=1C2=C(N=C(N1)C1=CC=C3C=C(NC3=C1)C(=O)NC1CCC1)C=CS2